lithium 4-[(3R)-3-(3-methoxyphenoxy) pyrrolidin-1-yl] tetrahydropyran-4-carboxylate O1CCC(CC1)C(=O)ON1C[C@@H](CC1)OC1=CC(=CC=C1)OC.[Li]